COC(=O)C1=CC=C2C(=CC(=NC2=C1)C1=C(C=C(C=C1F)S(=O)(=O)N1CCC(CC1)F)F)C 2-[2,6-Difluoro-4-(4-fluoropiperidine-1-sulfonyl)phenyl]-4-methylquinoline-7-carboxylic acid methyl ester